OC=1C(C=CN2N([C@H]3N(C(C21)=O)CCOC3)C3C2=C(SCC1=C3C=CC(=C1F)F)SC=C2)=O (12aR)-7-hydroxy-12-[(10S)-7,8-difluoro-4,9-dihydrothieno[2,3-c][2]benzothiepin-4-yl]-3,4,12,12a-tetrahydro-1H-[1,4]oxazino[3,4-c]pyrido[2,1-f][1,2,4]triazine-6,8-dione